4-((S)-1-((R)-2-((4-(difluoromethyl)-3-fluorobenzyl)oxy)-3-methylbutanoylamino)ethyl)benzoic acid FC(C1=C(C=C(CO[C@@H](C(=O)N[C@@H](C)C2=CC=C(C(=O)O)C=C2)C(C)C)C=C1)F)F